NC(C([C@H](CC1=CC=CC=C1)NC(=O)C1=C(C=NN1)C1=CC=CC=C1)=O)=O (S)-N-(4-AMINO-3,4-DIOXO-1-PHENYLBUTAN-2-YL)-4-PHENYL-1H-PYRAZOLE-5-CARBOXAMIDE